3-Cyclopropyl-2-hydroxypropionic acid benzyl ester C(C1=CC=CC=C1)OC(C(CC1CC1)O)=O